C(C)(C)(C)OC(=O)N1C(C=2C(CC1C)=C(NC2)C2=NC(=NC=C2F)Cl)=O (2-chloro-5-fluoropyrimidin-4-yl)-6-methyl-4-oxo-2,4,6,7-tetrahydro-5H-pyrrolo[3,4-c]pyridine-5-carboxylic acid tert-butyl ester